NC(C)(C)C1=CC(=NC(=C1)C1=CC(=C(C=C1)C)F)OC1[C@@H]2CNC[C@H]12 (1R,5S,6s)-6-((4-(2-aminopropan-2-yl)-6-(3-fluoro-4-methylphenyl)pyridin-2-yl)oxy)-3-azabicyclo[3.1.0]hexan